OC1=C(C=CC2=CC=CC=C12)C1NS(C2=C(C3=C1C=CC=C3)C=CC=C2)(=O)=O (-)-7-(1-hydroxynaphthalen-2-yl)-6,7-dihydrodibenzo[d,f][1,2]thiazepine 5,5-dioxide